C(C)(C)(C)OC([C@@H](CC1=CC(=CC=C1)COC1=CC(=CC=C1)C1=CC=CC=C1)[C@@H]1CN(CC1)C(=O)OC(C)(C)C)=O tert-Butyl (3R)-3-[(1S)-2-tert-butoxy-2-oxo-1-[[3-[(3-phenylphenoxy)methyl]phenyl]methyl]ethyl]pyrrolidine-1-carboxylate